4-(4-(tert-butyl)phenyl)-1-methyl-1H-indazol-3-amine C(C)(C)(C)C1=CC=C(C=C1)C1=C2C(=NN(C2=CC=C1)C)N